C(C)S(=O)(=O)N1C=C(C2=CC=CC=C12)CCN(C)C 2-(1-(ethylsulfonyl)-1H-indol-3-yl)-N,N-dimethylethan-1-amine